pyridine-2-carboxylic hydrazide N1=C(C=CC=C1)C(=O)NN